BrC=1C=C2C(=NN(C(C2=CC1)=O)CC(=O)NC1=NC=C(C=N1)F)OC1(CCC1)C 2-[6-bromo-4-(3-trans-methylcyclobutoxy)-1-oxo-phthalazin-2-yl]-N-(5-fluoropyrimidin-2-yl)acetamide